FC1=C(C(=NC=C1F)N)I 4,5-difluoro-3-iodopyridin-2-amine